lithium (R,R)-bis-(1-phenylethyl)amide C1(=CC=CC=C1)[C@@H](C)[N-][C@H](C)C1=CC=CC=C1.[Li+]